CSC1=NC=CC(=C1CO)C(F)(F)F [2-(methylsulfanyl)-4-(trifluoromethyl)pyridine-3-yl]methanol